The molecule is an N,N-dihydroxy-L-polyhomomethionine in which there are seven methylene groups between the alpha-carbon and sulfur atoms. It is a N,N-dihydroxy-L-polyhomomethionine and a N,N-dihydroxypentahomomethionine. It is a conjugate acid of a N,N-dihydroxy-L-pentahomomethioninate. CSCCCCCCC[C@@H](C(=O)O)N(O)O